3-(3-Cyano-4-fluorophenyl)-1-(8-fluoro-3,3-dioxido-6-oxo-1,4,5,6-tetrahydro-2H-thiopyrano[3,4-c]isoquinolin-1-yl)-1-methylurea C(#N)C=1C=C(C=CC1F)NC(N(C)C1CS(CC=2NC(C=3C=C(C=CC3C21)F)=O)(=O)=O)=O